C(CC)OC(CCCCCCCCCC=CC=CCC)OCCC 16,16-dipropyloxy-3,5-hexadecadiene